tert-butyl 3-[[5-[[(1S)-1-(dicyclopropylmethyl)-2-[[5-(3,5-dimethyl-1H-pyrazol-4-yl)-6-fluoro-2-pyridyl]amino]-2-oxo-ethyl]carbamoyl]pyrazol-1-yl]methyl]azetidine-1-carboxylate C1(CC1)C([C@@H](C(=O)NC1=NC(=C(C=C1)C=1C(=NNC1C)C)F)NC(=O)C1=CC=NN1CC1CN(C1)C(=O)OC(C)(C)C)C1CC1